ClC=1C(=NC(=NC1)NC=1C=C(C=NC1)N1C(C2(CC1)CCN(CC2)C(=O)OC(C)(C)C)=O)N2CC(OCC2)C2=CC=CC=C2 tert-butyl 2-[5-[[5-chloro-4-(2-phenylmorpholin-4-yl)pyrimidin-2-yl]amino]-3-pyridyl]-1-oxo-2,8-diazaspiro[4.5]decane-8-carboxylate